O=S1(CCC(CC1)COC1=C2C(=NC(=C1)C1=CNC3=CN=C(C=C31)NC(C)=O)C3(OCC2)COCC3)=O N-(3-(4'-((1,1-dioxidotetrahydro-2H-thiopyran-4-yl)methoxy)-4,5,5',6'-tetrahydro-2H-spiro[furan-3,8'-pyrano[3,4-b]pyridin]-2'-yl)-1H-pyrrolo[2,3-c]pyridin-5-yl)acetamide